CC1(CN(C1)CC(=O)NC=1C=C(C(=NC1)C)NC(=O)C=1N=NN2C1C=CC(=C2)C2=C1C=NNC1=CC=C2C)C N-[5-[[2-(3,3-dimethylazetidin-1-yl)acetyl]amino]-2-methyl-3-pyridyl]-6-(5-methyl-1H-indazol-4-yl)triazolo[1,5-a]pyridine-3-carboxamide